diazacyclododecene-1,10-dione C1(N=NCCCCCCC(CC1)=O)=O